C1(CC1)C(=O)N1CCC(CC1)CN1N=C2C3=C(C[C@H](C2=C1)C)OC(=C3C(F)(F)F)C(=O)NC[C@H]3OCCC3 (4R)-2-{[1-(Cyclopropancarbonyl)piperidin-4-yl]methyl}-4-methyl-N-{[(2S)-oxolan-2-yl]methyl}-8-(trifluoromethyl)-4,5-dihydro-2H-furo[2,3-g]indazol-7-carboxamid